FC1=C(C=CC(=C1)F)CC(=O)N1CC=2CN(CC2C1)S(=O)(=O)C=1C=NC=CC1 2-(2,4-Difluorophenyl)-1-[5-(pyridine-3-sulfonyl)-1H,2H,3H,4H,5H,6H-pyrrolo[3,4-c]pyrrol-2-yl]ethan-1-one